N1C(=NC2=C1C=CC=C2)[C@H]2[C@@H](C2)C(=O)NC2=CC=C(C=C2)C=2C=NC=NC2 (1R,2R)-2-(1H-benzo[d]imidazol-2-yl)-N-(4-pyrimidin-5-ylphenyl)cyclopropanecarboxamide